2,4-bis(2-hydroxy-4-propyloxyphenyl)-6-(2,4-dimethylbenzyl)-1,3,5-triazine OC1=C(C=CC(=C1)OCCC)C1=NC(=NC(=N1)C1=C(C=C(C=C1)OCCC)O)CC1=C(C=C(C=C1)C)C